(1-(7-Methoxyquinolin-5-yl)cyclopropyl)-2-methyl-5-(2-(methylamino)ethoxy)benzamide COC1=CC(=C2C=CC=NC2=C1)C1(CC1)C=1C(=C(C(=O)N)C=C(C1)OCCNC)C